2-((2-(methoxycarbonyl)-4-methylthiophen-3-yl)amino)-N,N-dimethyl-N-(2-((2-methylbenzyl)amino)-2-oxoethyl)-2-oxoethan-1-aminium COC(=O)C=1SC=C(C1NC(C[N+](CC(=O)NCC1=C(C=CC=C1)C)(C)C)=O)C